NC1=NC=C(C2=C1C=NN2C2OCCCC2)NC(=O)C(=O)N(CC2=NC=C(C=C2)C(F)(F)F)CC2=C(C=CC=C2)F N-(4-amino-1-tetrahydropyran-2-yl-pyrazolo[4,3-c]pyridin-7-yl)-N'-[(2-fluorophenyl)methyl]-N'-[[5-(trifluoromethyl)-2-pyridyl]methyl]oxamide